benzhydrol dibromide [Br-].[Br-].C(C1=CC=CC=C1)(C1=CC=CC=C1)O